OC1=CC=C(C(=O)OCCC)C=C1 propyl para-hydroxybenzoate